ClC1=CC=C(C=C1)NC=1C=NC=CC1NC(=O)C=1C=CC(=NC1)C(=O)NC1CC1 5-N-{3-[(4-Chlorophenyl)amino]pyridin-4-yl}-2-N-cyclopropylpyridine-2,5-dicarboxamide